3-phenyl-1,1,1-trifluoroacetone C1(=CC=CC=C1)CC(C(F)(F)F)=O